NC(=O)C1=CC=CC2=CN(N=C12)C=1C=C(C[NH+]2CCN(CC2)C)C=CC1 1-{3-[7-(aminocarbonyl)-2H-indazole-2-yl]benzyl}-4-methylpiperazinium